C(#N)C1=CC(=C(C=C1)NS(=O)(=O)C1=CNC(=C1)C1=CC(=CC(=C1)OC)F)F N-(4-cyano-2-fluoro-phenyl)-5-(3-fluoro-5-methoxy-phenyl)-1H-pyrrole-3-sulfonamide